CC(C(=O)OCC(F)(F)F)(C)C1C2(CC2)C(=NN1C1=CC=CC=C1)C1=CC=C(C=C1)C(F)(F)F 2,2,2-Trifluoroethyl 2-methyl-2-(5-phenyl-7-(4-(trifluoromethyl)phenyl)-5,6-diazaspiro[2.4]hept-6-en-4-yl)propanoate